CN1C(C=CC(=C1)C=1NC2=CC(=CC=C2C1C)C=1C=NC(=CC1)N1CCNCC1)=O 1-methyl-5-(3-methyl-6-(6-(piperazin-1-yl)pyridin-3-yl)-1H-indol-2-yl)pyridin-2(1H)-one